3-(4-fluoro-5-{[(4-fluorophenyl)methyl]amino}-1-(2-methylfuran-3-carbonyl)-1H-pyrazol-3-yl)-1-(3-hydroxypyrrolidine-1-carbonyl)-4-(trifluoromethyl)pyrrolidin-2-one FC=1C(=NN(C1NCC1=CC=C(C=C1)F)C(=O)C1=C(OC=C1)C)C1C(N(CC1C(F)(F)F)C(=O)N1CC(CC1)O)=O